OC1(C(C=CC(=C1)OC)C)C 2-hydroxy-4-methoxyxylene